(S)-6-(3-(4-cyclobutylphenyl)-2-methylpropyl)-2-thia-6-azaspiro[3.4]octane 2,2-dioxide C1(CCC1)C1=CC=C(C=C1)C[C@@H](CN1CC2(CS(C2)(=O)=O)CC1)C